CN1N=CC(=C1)C=1C=C(C=C(C1)[N+](=O)[O-])NC(=O)C1CC1 N-(3-(1-Methyl-1H-pyrazol-4-yl)-5-nitrophenyl)cyclopropanecarboxamide